2-(2-fluorobenzyl)-6-(2-(trifluoromethyl)phenyl)isoquinolin-1(2H)-one FC1=C(CN2C(C3=CC=C(C=C3C=C2)C2=C(C=CC=C2)C(F)(F)F)=O)C=CC=C1